2-[(4-{1-[(4-cyano-2-fluorophenyl)methyl]-1H-pyrrolo[2,3-b]pyridin-6-yl}-2,6-difluorophenyl)methyl]-1-{[(2S)-oxetan-2-yl]methyl}-1H-1,3-benzodiazole-6-carboxylic acid C(#N)C1=CC(=C(C=C1)CN1C=CC=2C1=NC(=CC2)C2=CC(=C(C(=C2)F)CC2=NC1=C(N2C[C@H]2OCC2)C=C(C=C1)C(=O)O)F)F